1-(4-chlorobenzyl)-3-(4-((2-oxopiperidin-1-yl)methyl)phenyl)urea ClC1=CC=C(CNC(=O)NC2=CC=C(C=C2)CN2C(CCCC2)=O)C=C1